dicyclohexyl-[2',4',6'-tris(propan-2-yl)[1,1'-biphenyl]-2-yl]phosphane C1(CCCCC1)P(C1=C(C=CC=C1)C1=C(C=C(C=C1C(C)C)C(C)C)C(C)C)C1CCCCC1